F[NH2+]CC1=CC=CC=C1 fluorobenzyl-ammonium